P(O)(=O)(OP(=O)(O)OP(=O)(O)O)OC[C@@H]1[C@H](C[C@@H](O1)N1C(=O)N=C(N)C(=C1)CO)O 5-hydroxymethyl-deoxycytidine triphosphate